Methyl 4-(((4-((7-chloroquinolin-4-yl)amino)pentyl)(2-hydroxyethyl)amino)methyl)benzoate ClC1=CC=C2C(=CC=NC2=C1)NC(CCCN(CCO)CC1=CC=C(C(=O)OC)C=C1)C